4-((4-bromo-1-ethynylcyclohexyl)oxy)aniline BrC1CCC(CC1)(C#C)OC1=CC=C(N)C=C1